3-[[1-(1,1-Dioxothian-4-yl)pyrazol-4-yl]amino]-5-(methylamino)-6-(3-methylimidazo[4,5-c]pyridin-7-yl)pyrazin-2-carboxamid O=S1(CCC(CC1)N1N=CC(=C1)NC=1C(=NC(=C(N1)NC)C=1C2=C(C=NC1)N(C=N2)C)C(=O)N)=O